CN(C(C=C)=O)C1(CC(C1)OC=1C=2N(C=C(N1)C=1C=NN(C1)C)N=CC2)C trans-N-methyl-N-(1-methyl-3-((6-(1-methyl-1H-pyrazol-4-yl)pyrazolo[1,5-a]pyrazin-4-yl)oxy)cyclobutyl)acrylamide